N-9-fluorenylmethoxycarbonyl-(Fmoc)-serine C1=CC=CC=2C3=CC=CC=C3C(C12)COC(=O)N([C@@H](CO)C(=O)O)C(=O)OCC1C2=CC=CC=C2C2=CC=CC=C12